N=1C=NN2C=NC(=CC21)OC2=C(C=C(C=C2)NC2=NC=NC1=CC=C(C(=C21)O[C@H]2C(CN(CC2)C)(F)F)C=2CCN(CC2)C(C=C)=O)C (R)-1-(4-(4-((4-([1,2,4]triazolo[1,5-c]pyrimidin-7-yloxy)-3-methylphenyl)amino)-5-((3,3-difluoro-1-methylpiperidin-4-yl)oxy)quinazolin-6-yl)-3,6-dihydropyridin-1(2H)-yl)prop-2-en-1-one